CCCCCCCCCCCCCCCC(=O)OC(C)(C)C The molecule is a hexadecanoate ester in which the carboxy hydrogen of hexadecanoic acid has been replaced by a tert-butyl group. It is a hexadecanoate ester and a tert-butyl ester.